ClC=1C=CC2=C(N=C(S2)C2CC3(CC(C3)NC(=O)C3=CC(=NC=C3)S(=O)(=O)C)C2)C1 N-[6-(5-chloro-1,3-benzothiazol-2-yl)spiro[3.3]heptan-2-yl]-2-methylsulfonyl-pyridine-4-carboxamide